BrC1=CC=2N(C=C1)C(N(N2)C)=O 7-bromo-2-methyl-[1,2,4]triazolo[4,3-a]pyridin-3(2H)-one